2-(methacryloyloxy)ethyltrimethylammonium bistrifluoromethanesulfonimide salt [N-](S(=O)(=O)C(F)(F)F)S(=O)(=O)C(F)(F)F.C(C(=C)C)(=O)OCC[N+](C)(C)C